(+)-Dimethyl sulfone (+)-Glycolate C(CO)(=O)O.CS(=O)(=O)C